C(C)(C)(CC)C1=CC=C(OCC(=O)O)C=C1 p-tert-amyl-phenoxyacetic acid